(S)-6-cyclobutyl-N-(3-(1-((1-methyl-1H-pyrazolo[3,4-b]pyrazin-6-yl)amino)ethyl)phenyl)nicotinamide diethyl-4,5-thiazoledicarboxylate C(C)OC(=O)C=1N=CSC1C(=O)OCC.C1(CCC1)C1=NC=C(C(=O)NC2=CC(=CC=C2)[C@H](C)NC2=CN=C3C(=N2)N(N=C3)C)C=C1